4-(4-(tert-butoxycarbonyl)piperazin-1-yl)-2-chloro-8-hydroxy-7-(2-nitrobenzyl)-5,6,7,8-tetrahydroquinazoline-7-carboxylic acid allyl ester C(C=C)OC(=O)C1(CCC=2C(=NC(=NC2C1O)Cl)N1CCN(CC1)C(=O)OC(C)(C)C)CC1=C(C=CC=C1)[N+](=O)[O-]